N-(1-((3-(4-aminoimidazo[2,1-f][1,2,4]triazin-7-yl)-4-methylphenyl)sulfonyl)piperidin-4-yl)acetamide NC1=NC=NN2C1=NC=C2C=2C=C(C=CC2C)S(=O)(=O)N2CCC(CC2)NC(C)=O